1-bromo-3-(3-bromo-1-methyl-1H-pyrazol-4-yl)propane-2-one BrCC(CC=1C(=NN(C1)C)Br)=O